3-(1-oxo-4-[[3-(trimethylsilyl)prop-2-yn-1-yl]amino]-2,3-dihydro-1H-isoindol-2-yl)piperidine-2,6-dione O=C1N(CC2=C(C=CC=C12)NCC#C[Si](C)(C)C)C1C(NC(CC1)=O)=O